6'-hydroxy-[1,1'-biphenyl]-4-sulfonamide OC1=CC=CC=C1C1=CC=C(C=C1)S(=O)(=O)N